2-[2-[2-[2-[2-[2-(2-dodecoxyethoxy)ethoxy]ethoxy]ethoxy]-ethoxy]ethoxy]ethanol C(CCCCCCCCCCC)OCCOCCOCCOCCOCCOCCOCCO